1,5-dimethyl-9-[2-carboxy(4-methyl-4-cyclohexenyl)]carbonyloxyanthracene CC1=CC=CC2=CC3=C(C=CC=C3C(=C12)OC(=O)C1C(CC(=CC1)C)C(=O)O)C